C(C)(C)OC1=CN=C(C=C1C(=O)N(C)C)C1=NSC(=N1)NC1=NC=C(C=C1C(F)(F)F)OC 5-isopropoxy-2-(5-(5-methoxy-3-(trifluoro-methyl)pyridin-2-ylamino)-1,2,4-thiadiazol-3-yl)-N,N-dimethylisonicotinamide